C1(=CC=CC=C1)COCC=O 2-phenylmethoxyacetaldehyde